(2,4-dimethoxypyrimidin-5-yl)hydrazine hydrochloride Cl.COC1=NC=C(C(=N1)OC)NN